[K].[Na].[K].NC=1C(=CC(=C(C(=O)N[C@H]2CNCC[C@@H]2F)C1)F)NCCOC1=NC=CC=C1 5-amino-2-fluoro-N-((3S,4S)-4-fluoropiperidin-3-yl)-4-((2-(pyridin-2-yloxy)ethyl)amino)benzamide potassium sodium-potassium salt